C(=O)(O)C=1C=NN(C1)C1CN(C1)C1=CC(=C2C(C(=CN(C2=N1)C=1SC=CN1)C(=O)O)=O)C 7-[3-(4-carboxy-1H-pyrazol-1-yl)azetidin-1-yl]-5-methyl-4-oxo-1-(1,3-thiazol-2-yl)-1,4-dihydro-1,8-naphthyridine-3-carboxylic acid